CC1=NOC(=C1C=1C=C2C(=NC1)N(C=C2I)CC2(CCC2)C#N)C 1-((5-(3,5-dimethylisoxazol-4-yl)-3-iodo-1H-pyrrolo[2,3-b]pyridin-1-yl)methyl)cyclobutane-1-carbonitrile